18-hydroxyoctadecenoate OCCCCCCCCCCCCCCCC=CC(=O)[O-]